3-(3,5-difluoro-2,6-dimethoxypyridin-4-yl)-2-oxo-1-phenyl-1,2,3,4-tetrahydropyridin FC=1C(=NC(=C(C1C1C(N(C=CC1)C1=CC=CC=C1)=O)F)OC)OC